C1(CC1)OC1=CC=CC(=N1)C=1N(C(=NN1)C(=O)NS(=O)(=O)CC1=NC=CC=N1)C1=C(C=CC=C1OC)OC 5-(6-Cyclopropoxypyridin-2-yl)-4-(2,6-dimethoxyphenyl)-N-((pyrimidin-2-ylmethyl)sulfonyl)-4H-1,2,4-triazole-3-carboxamide